Sodium-calcium-silicon [Si].[Ca].[Na]